FC1=CC=C2C(=NN(C2=C1)CC=1C=NC=CC1)I 6-fluoro-3-iodo-1-(pyridin-3-ylmethyl)-1H-indazole